C1(CCCCC1)CCNC(=O)C=1C=C(C(=NC1)C)NC(=O)C=1C=C2C(=NC1)N(C(=C2)C=2C=NN(C2)C)COCC[Si](C)(C)C N-(5-((2-cyclohexylethyl)carbamoyl)-2-methylpyridin-3-yl)-2-(1-methyl-1H-pyrazol-4-yl)-1-((2-(trimethylsilyl)ethoxy)methyl)-1H-pyrrolo[2,3-b]pyridine-5-carboxamide